tert-Butyl (4aR,7aR)-1-(5-fluoro-2-(2H-1,2,3-triazol-2-yl)benzoyl)octahydro-6H-pyrrolo[3,4-b]pyridine-6-carboxylate FC=1C=CC(=C(C(=O)N2[C@@H]3[C@H](CCC2)CN(C3)C(=O)OC(C)(C)C)C1)N1N=CC=N1